n-nonanonitrile CCCCCCCCC#N